Isopropyl (2S)-2-(((4-nitrophenoxy) (phenoxy) phosphoryl) amino)-3-phenylpropionate [N+](=O)([O-])C1=CC=C(OP(=O)(OC2=CC=CC=C2)N[C@H](C(=O)OC(C)C)CC2=CC=CC=C2)C=C1